1-(2,6-Dimethylpyridin-4-yl)ethan-1-one CC1=NC(=CC(=C1)C(C)=O)C